ClC1=CC(=C(C=C1)[C@@H]1OC2=C(OC1)C=CC=C2C2CCN(CC2)CC2=NC1=C(N2CC2(CC2)CF)C=C(C=C1)C(=O)O)F (S)-2-((4-(3-(4-chloro-2-fluorophenyl)-2,3-dihydrobenzo[b][1,4]dioxin-5-yl)piperidin-1-yl)methyl)-1-((1-(fluoromethyl)cyclopropyl)methyl)-1H-benzo[d]imidazole-6-carboxylic acid